NCC1=NNC(C2=CC=C(C=C12)C=1C=NN(C1N1C(C2=CC=C(C=C2C1)OC)=O)C)=O 4-(aminomethyl)-6-(5-(5-methoxy-1-oxo-2,3-dihydro-1H-isoindol-2-yl)-1-methyl-1H-pyrazol-4-yl)phthalazin-1(2H)-one